4,8-bis-hydroxymethyl-tricyclo[5.2.1.02,6]Decane OCC1CC2C3CC(C(C2C1)C3)CO